ClC1=C(C=CC(=C1)F)C1N=C(NC(=C1C(=O)OC)[C@@H]1C[C@@H](C1)NS(=O)(=O)C)C=1SC=CN1 (cis)-Methyl 4-(2-chloro-4-fluorophenyl)-6-(3-(methylsulfonamido)cyclobutyl)-2-(thiazol-2-yl)-1,4-dihydropyrimidine-5-carboxylate